tert-butyl 3'-methoxy-8'-oxo-8',9',11',12'-tetrahydrospiro[pyrrolidine-3,10'-[1,4]diazepino[5',6':4,5]thieno[3,2-f]quinoxaline]-1-carboxylate COC1=NC=2C=CC3=C(C2N=C1)C1=C(S3)C(NC3(CN1)CN(CC3)C(=O)OC(C)(C)C)=O